COC(C1=C(C(=CC(=C1)Br)N)N)=O 2,3-diamino-5-bromobenzoic acid methyl ester